tert-butyl (S)-4-(4-((4-([1,2,4]triazolo[1,5-a]pyridin-7-yloxy)-3-chlorophenyl)amino)-7-bromopyrido[3,2-d]pyrimidin-6-yl)-2-(hydroxymethyl)piperazine-1-carboxylate N=1C=NN2C1C=C(C=C2)OC2=C(C=C(C=C2)NC=2C1=C(N=CN2)C=C(C(=N1)N1C[C@H](N(CC1)C(=O)OC(C)(C)C)CO)Br)Cl